4'-methyl-2'-((6-((3-methylpyridin-2-yl)amino)pyrimidin-4-yl)amino)-5'-oxo-5',6'-dihydrospiro[cyclohexane-1,7'-pyrrolo[3,4-b]pyridine] 1'-oxide CC1=C2C(=[N+](C(=C1)NC1=NC=NC(=C1)NC1=NC=CC=C1C)[O-])C1(NC2=O)CCCCC1